4-(4,4,5,5-Tetramethyl-1,3,2-dioxaborolan-2-yl)-2-(trifluoromethyl)-5-[4-(trifluoromethyl)cyclohexyl]pyridine CC1(OB(OC1(C)C)C1=CC(=NC=C1C1CCC(CC1)C(F)(F)F)C(F)(F)F)C